4-{3,4,8,9-tetrakis(mercaptomethylthio)-11-mercapto-2,5,7,10-tetrathiaundecyl}-5-mercaptomethylthio-1,3-dithiolane SCSC(SCC1SCSC1SCS)C(SCSC(C(SCS)SCS)SCS)SCS